6-bromo-2-(difluoromethyl)-3-fluoro-pyridine BrC1=CC=C(C(=N1)C(F)F)F